N,N-dimethyl-1H-1,2,4-triazole-3-carboxamide CN(C(=O)C1=NNC=N1)C